C(C)(C)(C)OC(=O)N1CC=2N(CCC1)N=C(C2C)C(N(C)OC)=O.C(#N)C=2C(=C(OC2)C#N)C#N Tricyanofuran tert-butyl-2-(methoxy(methyl)carbamoyl)-3-methyl-7,8-dihydro-4H-pyrazolo[1,5-a][1,4]diazepine-5(6H)-carboxylate